(6R)-N-(2-(diethylamino)-4-((4-(trifluoromethyl)benzyl)amino)phenyl)-6,7-difluoroheptanamide C(C)N(C1=C(C=CC(=C1)NCC1=CC=C(C=C1)C(F)(F)F)NC(CCCC[C@H](CF)F)=O)CC